FC12CC(C1)(C2)NC(=O)NC(C)C2=CC(=CC=C2)C(F)(F)F 1-(3-Fluoro-bicyclo[1.1.1]pent-1-yl)-3-[1-(3-trifluoromethyl-phenyl)-ethyl]-urea